4-(6-(benzo[d][1,3]dioxol-5-yl)-3-((1-methylpiperidin-4-yl)methyl)-3H-imidazo[4,5-c]pyridin-7-yl)benzonitrile O1COC2=C1C=CC(=C2)C2=C(C1=C(C=N2)N(C=N1)CC1CCN(CC1)C)C1=CC=C(C#N)C=C1